6-fluoro-N-(methyl-d3)-5-(4-((3-oxo-2-ethyl-4H-quinoxalin-6-yl)methyl)piperazin-1-yl)pyridine-2-carboxamide FC1=C(C=CC(=N1)C(=O)NC([2H])([2H])[2H])N1CCN(CC1)CC=1C=C2NC(C(=NC2=CC1)CC)=O